3-methyl-2,4-pentadiene CC(=CC)C=C